BrC1=C(C=C(CN(C(=O)[C@H]2CN(CCC2)C=2C=C(OC(C(=O)N3CCN(CC3)C(=O)OC(C)(C)C)(C)C)C=CC2)C2CC2)C=C1)C(F)(F)F tert-butyl (R)-4-(2-(3-(3-((4-bromo-3-(trifluoromethyl)benzyl)(cyclopropyl) carbamoyl)piperidin-1-yl)phenoxy)-2-methylpropanoyl)piperazine-1-carboxylate